C(CCCCCCC\C=C\CCCCCCCC)(=O)OCC(O)CO glycerol mono-trans-oleate